4-methyl-2-phenyl-1H-imidazole-5-methanol CC=1N=C(NC1CO)C1=CC=CC=C1